5-(4-methoxypiperidin-1-yl)-N-(6-(1-methyl-1H-pyrazol-4-yl)pyridin-2-yl)-2-(piperazin-1-yl)oxazolo[4,5-b]pyridine-6-carboxamide COC1CCN(CC1)C1=C(C=C2C(=N1)N=C(O2)N2CCNCC2)C(=O)NC2=NC(=CC=C2)C=2C=NN(C2)C